2-(spiro[chroman-4,1'-cyclohexan]-6-yl)acetic acid C12(CCCCC1)CCOC1=CC=C(C=C12)CC(=O)O